6-methyl-1-(2,2,2-trifluoroethyl)-1H-indazole-3-carboxylic acid CC1=CC=C2C(=NN(C2=C1)CC(F)(F)F)C(=O)O